1-(4-((4-(3-(6-(4-amino-4-methylpiperidin-1-yl)-1H-pyrazolo[3,4-b]pyrazin-3-yl)-2-chlorophenyl)piperazin-1-yl)methyl)pyridin-3-yl)dihydropyrimidine-2,4(1H,3H)-dione NC1(CCN(CC1)C1=CN=C2C(=N1)NN=C2C=2C(=C(C=CC2)N2CCN(CC2)CC2=C(C=NC=C2)N2C(NC(CC2)=O)=O)Cl)C